C[C@H]1[C@@H](NNCC1)C(=O)O (trans)-4-methylhexahydropyridazine-3-carboxylic acid